n-octanoyloxy phosphate bis(4-methylbenzoate) CC1=CC=C(C(=O)O)C=C1.CC1=CC=C(C(=O)O)C=C1.P(=O)(OOC(CCCCCCC)=O)(O)O